5-Chloro-4-(3,3-difluoropiperidin-1-yl)-7-nitroquinolin ClC1=C2C(=CC=NC2=CC(=C1)[N+](=O)[O-])N1CC(CCC1)(F)F